FC=1C=CC2=C(N=C(O2)[C@H]2N(CCC3=C2N=CN3)C(=O)C3=C(N=C(O3)C3=NC=CC=C3)C)C1 (S)-(4-(5-fluorobenzo[d]oxazol-2-yl)-6,7-dihydro-1H-imidazo[4,5-c]pyridin-5(4H)-yl)(4-methyl-2-(pyridin-2-yl)oxazol-5-yl)methanone